Cl.C(\C=C\C(=O)OCCN(C1=CC=CC=C1)C)(=O)OC Methyl (2-(methyl(phenyl)amino)ethyl) fumarate hydrochloride